COC=1SC2=C(N1)[C@H](C1(CCN(CC1)C1=CN=C3C(=N1)NN=C3C(=C)C3=CC=CC=C3)C2)N (S)-2-methoxy-1'-(3-(1-phenylvinyl)-1H-pyrazolo[3,4-b]pyrazin-6-yl)-4,6-dihydrospiro[cyclopenta[d]thiazole-5,4'-piperidin]-4-amine